PP.[Ru] ruthenium diphosphane